NC=1C(=NC(=CN1)C1=CC(=C2CCN(CC2=C1)C)C)N1N=CC(=C1)C(=O)NC(C)C1=C(C=C(C=C1)OCC)Cl 1-(3-amino-6-(2,5-dimethyl-1,2,3,4-tetrahydroisoquinolin-7-yl)pyrazin-2-yl)-N-(1-(2-chloro-4-ethoxyphenyl)ethyl)-1H-pyrazole-4-carboxamide